(2S)-2-[(4R)-2-oxo-4-n-propyl-1-pyrrolidinyl]Butyrylamide O=C1N(C[C@@H](C1)CCC)[C@H](C(=O)[NH-])CC